ClC=1C=CC(=C(C1)C1=CC(NC=C1)=O)N1N=NC(=C1)C(F)F 4-(5-Chloro-2-(4-(difluoromethyl)-1H-1,2,3-triazol-1-yl)phenyl)pyridin-2(1H)one